2-[4,7,10-tris(carboxymethyl)-1,4,7,10-tetraazacyclododecan-1-yl]acetamide C(=O)(O)CN1CCN(CCN(CCN(CC1)CC(=O)O)CC(=O)O)CC(=O)N